4-(4-(3-(2-Chloro-6-fluorophenyl)-4-(hydroxymethyl-d2)isoxazol-5-yl)-5-(trifluoro-methyl)-1H-pyrazol-1-yl)-2-methylbutan-4,4-d2-2-ol ClC1=C(C(=CC=C1)F)C1=NOC(=C1C([2H])([2H])O)C=1C=NN(C1C(F)(F)F)C(CC(C)(O)C)([2H])[2H]